ClC=1C=CC(=NC1S(=O)(=O)C)C#CC=1C=C(OC2=C(N=NN2)C(=O)O)C=CC1F 5-(3-((5-chloro-6-(methyl-sulfonyl)pyridin-2-yl)ethynyl)-4-fluorophenoxy)-1H-1,2,3-triazole-4-carboxylic acid